7-fluoro-3,3-dimethyl-2-oxo-1,4-dihydroquinolin FC1=CC=C2CC(C(NC2=C1)=O)(C)C